BrC=1C=C2C(=NC=NN2C1)N1CC(CC1)OCCN1CCC(CC1)(F)F 6-bromo-4-[3-[2-(4,4-difluoro-1-piperidinyl)ethoxy]pyrrolidin-1-yl]pyrrolo[2,1-f][1,2,4]triazine